CN(CCCCCNC(=O)C=1N=NC(=CC1)[76Br])C N-(5-(dimethylamino)pentyl)-6-[76Br]bromopyridazine-3-carboxamide